C(CC)C1C(CCCCC1)CCC 1,2-dipropylcycloheptane